NC1=NC=C(C=C1C1=NC=C(C=C1)C(=O)N(C)C)C1=CC(=NC=C1)C1(CC1)C#N 2'-amino-2''-(1-cyanocyclopropyl)-N,N-dimethyl-[2,3':5',4''-terpyridine]-5-carboxamide